NC1=NC2=C(N1CCOC1CN(C1)C1=C(C=NN1C)C1=NC(=CC(=C1)C(=O)OC)C)C=C(C=C2)Br methyl 2-[5-[3-[2-(2-amino-6-bromo-benzimidazol-1-yl)ethoxy]azetidin-1-yl]-1-methyl-pyrazol-4-yl]-6-methyl-pyridine-4-carboxylate